2,5-dichloro-N-(m-tolyl)pyrimidin-4-amine ClC1=NC=C(C(=N1)NC=1C=C(C=CC1)C)Cl